(4S)-3-(naphthalen-2-yl-sulfonyl)-4-propyldihydro-furan-2(3H)-one C1=C(C=CC2=CC=CC=C12)S(=O)(=O)C1C(OC[C@@H]1CCC)=O